C(#N)C=1C2=C(N(N=C2C=C(C1)C=1C=NN(C1)CC)C)C1=CC(=C(C(=O)N)C(=C1)OC)OC(F)F 4-[4-cyano-6-(1-ethylpyrazol-4-yl)-2-methylindazol-3-yl]-2-(difluoromethoxy)-6-methoxybenzamide